OC(CO)C=1C2=C(C(=NC1CNC(C=C)=O)C1=CC=C(C=C1)OC(F)(F)F)N=CN2C N-[[7-[(17R)-1,2-dihydroxyethyl]-1-methyl-4-[4-(trifluoromethoxy)phenyl]imidazo[4,5-c]pyridin-6-yl]methyl]prop-2-enamide